N,N-dimethyl-2,3-bis(tetradecyloxy)propane-1-amine CN(CC(COCCCCCCCCCCCCCC)OCCCCCCCCCCCCCC)C